BrC1=CC(=C(C=C1)I)C(F)F 4-bromo-2-(difluoromethyl)-1-iodobenzene